OC[C@H](C1=CC=CC=C1)NC1=NC(=NC=C1C=1OC=NN1)NC1=CC=C2C(=N1)CC(OC2=O)(C)C (S)-2-(4-(2-hydroxy-1-phenylethylamino)-5-(1,3,4-oxadiazol-2-yl)pyrimidin-2-ylamino)-7,7-dimethyl-7,8-dihydro-5H-pyrano[4,3-b]pyridin-5-one